C(CCC)N(C(C(NS(=O)(=O)C(=S)OC(C)C)NS(=O)(=O)C(=S)OC(C)C)=O)CCCC N,N-dibutyl-2,2-bis(isopropoxythiocarbonylsulfonamido)acetamide